tert-butyl 4-[3-(dimethylamino)azetidin-1-yl]piperidine-1-carboxylate CN(C1CN(C1)C1CCN(CC1)C(=O)OC(C)(C)C)C